(R)-6-(2-(4-fluoro-2-methoxybenzyl)azepan-1-yl)-4-morpholinopyridin-2(1H)-one FC1=CC(=C(C[C@@H]2N(CCCCC2)C2=CC(=CC(N2)=O)N2CCOCC2)C=C1)OC